3-ethoxy-1-(oxetan-3-yl)-6-(2-(2-(trifluoromethyl)pyridin-4-yl)-2,6-diazaspiro[3.4]octan-6-yl)-1H-pyrazolo[3,4-d]pyrimidine C(C)OC1=NN(C2=NC(=NC=C21)N2CC1(CN(C1)C1=CC(=NC=C1)C(F)(F)F)CC2)C2COC2